(3R)-N-{6,7-dimethoxy-1H,2H,3H-cyclopenta[b]quinolin-9-yl}azepan-3-amine COC=1C(=CC=2C(=C3C(=NC2C1)CCC3)N[C@H]3CNCCCC3)OC